C(C)OC(=O)C=1C=NN(C1)C1=NC(=C2N(C=NC2=N1)CC1=CC=C(C=C1)O[Si](C(C)C)(C(C)C)C(C)C)OCC1=CC=CC=C1 1-(6-(benzyloxy)-7-(4-((triisopropylsilyl)oxy)benzyl)-7H-purin-2-yl)-1H-pyrazole-4-carboxylic acid ethyl ester